2-(2-fluoro-5-isopropyl-8-oxothieno[2',3':4,5]pyrrolo[1,2-d][1,2,4]triazin-7(8H)-yl)-N-((1s,3s)-3-hydroxy-3-methylcyclobutyl)acetamide FC1=CC2=C(C=C3N2C(=NN(C3=O)CC(=O)NC3CC(C3)(C)O)C(C)C)S1